N-(4-{[6-(5-chloro-2-fluoro-phenyl)-2H,3H,4H-pyrido-[3,2-b][1,4]oxazin-8-yl]-amino}pyridin-2-yl)-3-(4-methylpiperazin-1-yl)-propanamide ClC=1C=CC(=C(C1)C=1C=C(C=2OCCNC2N1)NC1=CC(=NC=C1)NC(CCN1CCN(CC1)C)=O)F